C(CCCCCCCC=CCCCCCCCC)(=O)OCC(C)OC(CCCCCCCC=CCCCCCCCC)=O 2-[(octadec-9-enoyl)oxy]propyl octadec-9-enoate